4-methylene-1,3-diphenyl-3-azabicyclo[3.1.0]Hexane-2-one C=C1N(C(C2(CC12)C1=CC=CC=C1)=O)C1=CC=CC=C1